[Br-].C(CC)[N+]1=CN(C2=C1C=CC=C2)CCC 1,3-Dipropylbenzimidazolium bromide